N-[(6-Amino-2-pyridyl)sulfonyl]-2-(3-benzyl-2-methylpyrrolidin-1-yl)-6-(6-isopropoxy-3-pyridyl)pyridin-3-carboxamid NC1=CC=CC(=N1)S(=O)(=O)NC(=O)C=1C(=NC(=CC1)C=1C=NC(=CC1)OC(C)C)N1C(C(CC1)CC1=CC=CC=C1)C